FC=1C=C2C(CCC2=CC1F)=O 5,6-difluoro-3-oxo-2,3-dihydro-1H-inden